C(=O)O.FC1=C(C=C(C=C1)F)[C@@H]1N(CCC1)C1=NC=2N(C=C1)N=CC2CCCCCCCCCCN2CCC(CC2)C2=CC=C(NC1C(NC(CC1)=O)=O)C=C2 3-[4-[1-[10-[5-[(2R)-2-(2,5-difluorophenyl)pyrrolidin-1-yl]pyrazolo[1,5-a]pyrimidin-3-yl]decyl]-4-piperidyl]anilino]piperidine-2,6-dione formate